ClC1=CC=C2C(=N1)CC1(CCN(CC1)C(=O)OC(C)(C)C)C2=C=O tert-butyl 2-chloro-5-carbonyl-5,7-dihydrospiro[cyclopenta[b]pyridine-6,4'-piperidine]-1'-carboxylate